[1,2,4]Triazolo[1,5-a]pyridine-7-formaldehyde N=1C=NN2C1C=C(C=C2)C=O